N[C@@H](C(=O)N[C@H](C(=O)N[C@@H](CCCCN)C1=NC(=NO1)CC1=CC=CC=C1)CC1=C(C=C(C=C1C)O)C)CCCC(N)=N (R)-2-amino-N-((S)-1-(((S)-5-amino-1-(3-benzyl-1,2,4-oxadiazol-5-yl)pentyl)amino)-3-(4-hydroxy-2,6-dimethylphenyl)-1-oxopropan-2-yl)-5-guanylvaleramide